5-((R)-2,2-Dimethyl-1,3-dioxolan-4-yl)-6-fluoro-2,2-dimethyltetrahydrofuro[2,3-d][1,3]dioxole CC1(OC[C@@H](O1)C1C(C2C(OC(O2)(C)C)O1)F)C